(1-(6-nitropyridin-2-yl)piperidin-4-yl)methanol [N+](=O)([O-])C1=CC=CC(=N1)N1CCC(CC1)CO